[N+](=O)([O-])C1=CC=C(C2=NON=C21)NCC[N+](C)(C)C [2-(4-nitro-2,1,3-benzoxadiazol-7-yl)aminoethyl]trimethylammonium